BrCC\C=C\CC(OC)OC (3E)-1-bromo-6,6-dimethoxy-3-hexene